((2S,3R,4R)-4-(3,4-Dimethoxybenzyl)-2-(3,4,5-trimethoxyphenyl)tetrahydrofuran-3-yl)methylcyclopentanecarboxylate COC=1C=C(C[C@@H]2[C@@H]([C@H](OC2)C2=CC(=C(C(=C2)OC)OC)OC)COC(=O)C2CCCC2)C=CC1OC